didecyl-8,8'-((5-((dimethylamino)methyl)-1,3-phenylene)bis(oxy))dioctanoate C(CCCCCCCCC)OC(CCCCCCCOC=1C=C(C=C(C1)CN(C)C)OCCCCCCCC(=O)OCCCCCCCCCC)=O